cobalt-zinc tetrasulfide [S-]SS[S-].[Zn+2].[Co+2].[S-]SS[S-]